C12C3(C(CCC1)O3)O2 epoxy3,2-epoxycyclohexane